1-(2-(1H-pyrrolo[2,3-b]pyridine-4-carbonyl)-2-azaspiro[3.3]heptan-6-yl)-3-(3-(trifluoromethyl)phenyl)urea N1C=CC2=C1N=CC=C2C(=O)N2CC1(C2)CC(C1)NC(=O)NC1=CC(=CC=C1)C(F)(F)F